C[Si](C)(C)C#CC=1C=C(C=C(C(=O)O)C1)C(=O)O 5-((trimethylsilyl)ethynyl)isophthalic acid